N2-succinyl-L-arginine C(CCC(=O)O)(=O)N[C@@H](CCCNC(N)=N)C(=O)O